ClC=1C(=C(C=CC1)OB(O)O)F (3-chloro-2-fluorophenyl)boric acid